3-(thiazol-2-yl-hydrazono)-pentane-2,4-dione S1C(=NC=C1)NN=C(C(C)=O)C(C)=O